CC1(CC(C1)C[C@H]1CN(C2=C(O1)C=CC(=C2)B2OC(C(O2)(C)C)(C)C)S(=O)(=O)C2=CC(=CC=C2)C(F)(F)F)C(=O)O (S)-1-methyl-3-((6-(4,4,5,5-tetramethyl-1,3,2-dioxaborolan-2-yl)-4-((3-(trifluoromethyl)phenyl)sulfonyl)-3,4-dihydro-2H-benzo[b][1,4]oxazin-2-yl)methyl)cyclobutane-1-carboxylic acid